CS(=O)(=O)C=1C=C(CC=2N=CC3=C(N2)NC(C=C3)=O)C=CC1 (3-(methylsulfonyl)benzyl)pyrido[2,3-d]pyrimidin-7(8H)-one